FC(C1(CC1)NC(=O)C=1C=C2C(=NC1)C=CS2)(F)F N-(1-(trifluoromethyl)cyclopropyl)thieno[3,2-b]pyridine-6-carboxamide